NC=1N=NC(=CC1N1CC(N(CC1)C1=CC=CC=C1)C(=O)NC1CCN(CC1)C(=O)C1CCN(CC1)C=1C=C2C(N(C(C2=CC1)=O)C1C(NC(CC1)=O)=O)=O)C1=C(C=CC=C1)O 4-(3-amino-6-(2-hydroxyphenyl)pyridazin-4-yl)-N-(1-(1-(2-(2,6-dioxopiperidin-3-yl)-1,3-dioxoisoindolin-5-yl)piperidine-4-carbonyl)piperidin-4-yl)-1-phenylpiperazine-2-carboxamide